FC(C1(CC1)C#CC1=NC(=NC(=N1)N[C@@H](C(F)(F)F)C)N[C@@H](C(F)(F)F)C)F 6-((1-(Difluoromethyl)cyclopropyl)ethynyl)-N2,N4-bis((R)-1,1,1-trifluoropropan-2-yl)-1,3,5-triazine-2,4-diamine